C(C)C=1C=CC=2NC3=CC=C(C=C3C2C1)CC 3,6-diethyl-9H-carbazole